FC(C(=O)O)(F)F.NC=1C=2N(C=C(N1)C(F)(F)F)C(=CN2)C=2C=C(C=CC2C#N)S(=O)(=O)NC21CCC(C2)(C1)CO 3-(8-Amino-6-(trifluoromethyl)imidazo[1,2-a]pyrazin-3-yl)-4-cyano-N-(4-(hydroxymethyl)bicyclo[2.1.1]hexan-1-yl)benzenesulfonamide trifluoroacetate salt